(2-aminoethyl)-4-(2-isopropylpyridin-3-yl)-2-methoxy-1H-imidazole-5-carbaldehyde NCCN1C(=NC(=C1C=O)C=1C(=NC=CC1)C(C)C)OC